[(2S)-1-amino-3-(2-methoxyquinolin-6-yl)propan-2-yl]dimethylamine NC[C@H](CC=1C=C2C=CC(=NC2=CC1)OC)N(C)C